ClC=1C=C(NC2(CC2)C(=O)N2[C@@H]3CC([C@H]([C@H]2C(=O)N[C@@H](C[C@H]2C(NCCC2)=O)C#N)CC3)(F)F)C=CC1 (1S,3S,4S)-2-[1-(3-Chloroanilino)cyclopropanecarbonyl]-N-[(1S)-1-cyano-2-[(3S)-2-oxo-3-piperidyl]ethyl]-5,5-difluoro-2-azabicyclo[2.2.2]octane-3-carboxamide